C(C)NC(=O)C=1C=NN2C1C(=CC(=C2)C=2C=NN(C2)C)O N-Ethyl-4-hydroxy-6-(1-methyl-1H-pyrazol-4-yl)pyrazolo[1,5-a]pyridine-3-carboxamide